[Na].CC(CCCCC)(C)C1=C(C=C(C=C1)C)O 2-(1,1-dimethylhexyl)-5-methylphenol, sodium salt